(S)-5-((1-(2-chlorophenyl)ethyl)amino)-4-methoxypyrimidine-2-carbonitrile ClC1=C(C=CC=C1)[C@H](C)NC=1C(=NC(=NC1)C#N)OC